NC1=C(C(=O)N)C(=CC(=C1)OC)OC 2-amino-4,6-dimethoxybenzamide